FC1(CC(CC1)NC1=CC(=C2C(NC(=NC2=C1)CSC1CCNCC1)=O)F)F 7-((3,3-difluorocyclopentyl)amino)-5-fluoro-2-((piperidin-4-ylthio)methyl)quinazolin-4(3H)-one